CC=1C=2N(C=CC1)N=C(C2)[C@H]2N(CCC1=C2N=CN1)C(=O)C=1OC(=NN1)C1=NC=CN=C1 (S)-(4-(4-methylpyrazolo[1,5-a]pyridin-2-yl)-6,7-dihydro-1H-imidazo[4,5-c]pyridin-5(4H)-yl)(5-(pyrazin-2-yl)-1,3,4-oxadiazol-2-yl)methanone